COC(=O)C1=C(C(=O)Cl)C=C(C(=C1)C(=O)Cl)C(=O)OC 2,5-bis(methoxycarbonyl)terephthaloyl chloride